2'-fluoro-2-hydroxy-4'-(methylsulfonyl)-[1,1'-biphenyl]-4-carboxylic acid methyl ester COC(=O)C1=CC(=C(C=C1)C1=C(C=C(C=C1)S(=O)(=O)C)F)O